C(C)OC(=O)C1=NN2C(N=C(C=C2C=2C=NNC2)N2CC3=CC=CC=C3C2)=C1C 5-(isoindolin-2-yl)-3-methyl-7-(1H-pyrazol-4-yl)pyrazolo[1,5-a]pyrimidine-2-carboxylic acid ethyl ester